C(C=C)(=O)N1C(C=CC1)C1=C2C(=C(NC2=C(C=C1F)C(=O)N)C)C 4-(1-acryloyl-2,5-dihydro-1H-pyrrol-2-yl)-5-fluoro-2,3-dimethyl-1H-indole-7-carboxamide